COC(=O)C1=CC=C(C2=CNN=C12)OC 4-methoxy-2H-indazole-7-carboxylic acid methyl ester